6,7-dihydro-5H-cyclopenta[b]pyrazin-6-amine N1=C2C(=NC=C1)CC(C2)N